3-(4-(4-(1-(3,3-Difluoropiperidin-4-yl)azetidin-3-yl)piperazin-1-yl)-3-methyl-2-oxo-2,3-dihydro-1H-benzo[d]imidazol-1-yl)piperidine-2,6-dione trifluoroacetate FC(C(=O)O)(F)F.FC1(CNCCC1N1CC(C1)N1CCN(CC1)C1=CC=CC=2N(C(N(C21)C)=O)C2C(NC(CC2)=O)=O)F